FC1(CC(C1)CN1N=CC(=C1)C1=NC2=C(C(=CC=C2N=C1)OC=1C=CC2=C(NC(=N2)C)C1)C)F 2-(1-((3,3-Difluorocyclobutyl)methyl)-1H-pyrazol-4-yl)-8-methyl-7-((2-methyl-1H-benzo[d]imidazol-6-yl)oxy)quinoxaline